C1(=CC=CC=C1)N1C2=CC=CC=C2C=2C=CC=C(C12)C1=C(C#N)C(=C(C(=C1C1=CC=CC=2C3=CC=CC=C3N(C12)C1=CC=CC=C1)C1=CC=CC=2C3=CC=CC=C3N(C12)C1=CC=CC=C1)C1=NC(=CC=C1)C1=CC=CC=C1)C1=CC=CC=2C3=CC=CC=C3N(C12)C1=CC=CC=C1 2,3,4,6-tetrakis(9-phenyl-9H-carbazol-1-yl)-5-(6-phenylpyridin-2-yl)benzonitrile